CN(C1=C(C=C(C=C1C(C)C)P(C1=CC(=C(C(=C1)C(C)C)N(C)C)C(C)C)C=1C(=C(C2=CC=CC=C2C1)C1=CC=CC2=CC=CC=C12)P(C1=CC(=C(C(=C1)C(C)C)N(C)C)C(C)C)C1=CC(=C(C(=C1)C(C)C)N(C)C)C(C)C)C(C)C)C bis[bis(4-dimethylamino-3,5-diisopropylphenyl)phosphino]-1,1'-binaphthyl